C(C=C)N1C(COC2=C1C=C1C(=NC(=NC1=C2)C)N[C@H](C)C2=C(C(=CC=C2)C(F)F)F)=O (R)-6-allyl-4-((1-(3-(difluoromethyl)-2-fluorophenyl)ethyl)amino)-2-methyl-6H-[1,4]oxazino[3,2-g]quinazolin-7(8H)-one